(quinuclidin-3-ylmethyl)-10H-phenothiazine N12CC(C(CC1)CC2)CC2=CC=CC=1SC3=CC=CC=C3NC21